N-[2-chloro-4-(2,4-difluorophenyl)-3-pyridinyl]-2-isopropyl-pyrimidine-5-carboxamide ClC1=NC=CC(=C1NC(=O)C=1C=NC(=NC1)C(C)C)C1=C(C=C(C=C1)F)F